C=CC1=CC=C(C=C1)S(=O)(=O)N[C@@H]([C@H](N)C1=CC=CC=C1)C1=CC=CC=C1 (1R,2R)-N-p-styrenesulfonyl-1,2-diphenylethylenediamine